N1CCC(CC1)NC(=O)C1=NC=C(N=C1)C(=O)NC=1C=NNC1 N2-(piperidin-4-yl)-N5-(1H-pyrazol-4-yl)-pyrazine-2,5-dicarboxamide